CC1=NC(=CC(=C1)C=1NC2=CC=C(C=C2C1C(C)C)C1CCN(CC1)CC(=O)N1CCN(CC1)CCOC)C 2-(4-(2-(2,6-dimethylpyridin-4-yl)-3-isopropyl-1H-indol-5-yl)piperidin-1-yl)-1-(4-(2-methoxyethyl)piperazin-1-yl)ethan-1-one